isotridecyl carbamate C(N)(OCCCCCCCCCCC(C)C)=O